C(C1=CC=CC=C1)O[C@H]1C[C@@H]2COC3=C(C(N2C1)=O)C(=C(C(=C3)C)F)O (2S,11aR)-2-(Benzyloxy)-7-fluoro-6-hydroxy-8-methyl-2,3,11,11a-tetrahydro-1H,5H-benzo[f]pyrrolo[2,1-c][1,4]oxazepin-5-one